C[C@@H]1N(CC1)C=1N=C(C2=C(N1)CCC2)C=2C=NSC2 (S)-4-(2-(2-methylazetidin-1-yl)-6,7-dihydro-5H-cyclopenta[d]pyrimidin-4-yl)isothiazole